ClC=1C=C(C=CC1F)C(C1=NC2=C(C=CCNS2(=O)=O)N1COCC[Si](C)(C)C)C1=CC(=C(C=C1)F)Cl 7-(bis(3-chloro-4-fluorophenyl)methyl)-6-((2-(trimethylsilyl)ethoxy)methyl)-3,6-dihydro-2H-imidazo[4,5-f][1,2]thiazepine 1,1-dioxide